3-(1-methyl-4-oxo-7-(trifluoromethyl)-1,4-dihydro-5H-imidazo[4,5-c][1,8]naphthyridin-5-yl)benzonitrile CN1C=NC=2C(N(C=3N=C(C=CC3C21)C(F)(F)F)C=2C=C(C#N)C=CC2)=O